COC=1C=C(CN(C2=CC(=NC=C2)CN2CCN(CC2)C)CC2=CC(=CC=C2)OC)C=CC1 N,N-bis(3-methoxybenzyl)-2-((4-methylpiperazin-1-yl)methyl)pyridin-4-amine